N-((3-Methoxythiophen-2-yl)methyl)-2-(5-(pyridin-2-yl)hexahydrospiro[cyclopenta[c]furan-1,1'-cyclopentan]-5-yl)ethanamine COC1=C(SC=C1)CNCCC1(CC2C(C1)C1(CCCC1)OC2)C2=NC=CC=C2